4-((3-(cyclopropanecarbonyl)-1H-pyrrolo[2,3-b]pyridin-5-yl)amino)piperidine-1-carboxylic acid tert-butyl ester C(C)(C)(C)OC(=O)N1CCC(CC1)NC=1C=C2C(=NC1)NC=C2C(=O)C2CC2